6-bromo-3-ethynyl-pyrazolo[1,5-a]pyridin-4-ol BrC=1C=C(C=2N(C1)N=CC2C#C)O